C1(=CC=CC=C1)C=1C(=CC=CC1)C1=CC=CC=C1.[Na] sodium terphenyl